(E)-6-((2-aminomethyl-3-fluoroallyl)oxy)-3,4-dihydroisoquinolin-1(2H)-one trifluoroacetate FC(C(=O)O)(F)F.NC/C(/COC=1C=C2CCNC(C2=CC1)=O)=C\F